C(C)OC(=O)C1=NN=NN1C 1-Methyl-1H-tetrazole-5-carboxylic acid ethyl ester